1-(4-(4-amino-7-cyclopropyl-7H-pyrrolo[2,3-d]pyrimidin-5-yl)-2-fluorophenyl)-3-(3-methyl-4-((4-methylpiperazin-1-yl)methyl)phenyl)urea NC=1C2=C(N=CN1)N(C=C2C2=CC(=C(C=C2)NC(=O)NC2=CC(=C(C=C2)CN2CCN(CC2)C)C)F)C2CC2